O1CCOC12CCC(CC2)CC#N 2-(1,4-dioxaspiro[4.5]dec-8-yl)acetonitrile